3-(2-((3r,4r)-3-amino-4-fluoropiperidin-1-yl)-5,6-difluoro-1H-benzo[d]imidazol-1-yl)-1-phenylpiperidin-2-one N[C@@H]1CN(CC[C@H]1F)C1=NC2=C(N1C1C(N(CCC1)C1=CC=CC=C1)=O)C=C(C(=C2)F)F